ClC1=C(C(=O)NC2=NC=C(C=C2C)C#CC2=CC=CC=C2)C=C(C=C1)OCC1COCC1 2-chloro-N-[3-methyl-5-(2-phenylethynyl)-2-pyridyl]-5-(tetrahydrofuran-3-ylmethoxy)benzamide